C(C)OC(=O)C=1C(=CC=CC1)C1=CC=C(C=C1)CBr.BrC(=CC1=C(C=C(C=C1)F)NS(=O)(=O)C)Br N-(2-(2,2-dibromovinyl)-5-fluorophenyl)methanesulfonamide ethyl-4'-bromomethyl-2-biphenylcarboxylate